1-(1-Hydroxy-5-isoquinolinesulfonyl)homopiperazine, hydrochloride Cl.OC1=NC=CC=2C(=CC=CC12)S(=O)(=O)N1CCNCCC1